C[C@@H]1O[C@@H](CN(C1)C1=CC=CC(=N1)C1=NC2=CC(=NC=C2C=C1)CNC(C1=CC(=CC=C1)C(C(F)(F)F)(O)O)=O)C N-((2-(6-((cis)-2,6-dimethylmorpholino)pyridin-2-yl)-1,6-naphthyridin-7-yl)methyl)-3-(2,2,2-trifluoro-1,1-dihydroxyethyl)benzamide